6-(2,6-dichloro-3-methoxyphenyl)-N-methyl-[1,2,4]triazolo[4',3':1,6]pyrido[2,3-d]pyrimidin-2-amine ClC1=C(C(=CC=C1OC)Cl)C1=CC2=C(N=C(N=C2)NC)N2C1=NN=C2